N-(cyclopropylmethyl)-5-(3-methylimidazo[1,2-a]pyrimidin-6-yl)pyrrolo[2,1-f][1,2,4]triazin-2-amine C1(CC1)CNC1=NN2C(C=N1)=C(C=C2)C=2C=NC=1N(C2)C(=CN1)C